C(C=C)(=O)C=1C=C2C=CC(=CC2=CC1)N(C)C 6-Acryloyl-2-dimethylaminonaphthalene